(3S)-3-({1-cyclopentyl-5-[2-(trifluoromethyl)phenyl]-1H-pyrazol-3-yl}formamido)-5-[(3S)-3-fluoropyrrolidin-1-yl]pentanoic acid C1(CCCC1)N1N=C(C=C1C1=C(C=CC=C1)C(F)(F)F)C(=O)N[C@H](CC(=O)O)CCN1C[C@H](CC1)F